N1C=NC(=C1)S(=O)(=O)Cl 1H-imidazole-4-sulfonyl chloride